(2R)-1-[[2-[2-[tert-butyl-(dimethyl)silyl]oxyethyl]-5-ethoxy-4-iodo-pyrazol-3-yl]methyl-isopropyl-amino]propan-2-ol C(C)(C)(C)[Si](OCCN1N=C(C(=C1CN(C[C@@H](C)O)C(C)C)I)OCC)(C)C